(L)-ribose O=C[C@@H](O)[C@@H](O)[C@@H](O)CO